CS(=O)(=O)C=1C=C(C=CC1)C1CCN(CC1)CCC 4-(3-(methyl-sulfonyl)phenyl)-1-propylpiperidine